[Na+].[Na+].C(C)(=O)N[C@@H](CSSC[C@@H](C(=O)[O-])NC(C)=O)C(=O)[O-] N,N'-diacetyl-L-cystin disodium salt